C(C)C1=C(C=2C=C3C(=C(C(=CC=4C(=C(C(=CC5=C(C(=C(N5)C=C1N2)CC)CC)N4)CC)CC)N3)CC)CC)CC.[Pt+2] platinum(II) octaethylporphine